titanium-calcium-copper [Cu].[Ca].[Ti]